1-(t-butyl)-1H-pyrrole-3-carboxylic acid C(C)(C)(C)N1C=C(C=C1)C(=O)O